N1=CC(=CC=C1)C(C(=O)C1=CC=C(C=C1)C)=O (pyridine-3-yl)-2-(p-tolyl)ethane-1,2-dione